5-[Methyl(pyridin-2-ylmethyl)amino]-1,3,4-thiadiazole-2-carboxylic acid Ethyl-5-[methyl(pyridin-2-ylmethyl)amino]-1,3,4-oxadiazole-2-carboxylate C(C)OC(=O)C=1OC(=NN1)N(CC1=NC=CC=C1)C.CN(C1=NN=C(S1)C(=O)O)CC1=NC=CC=C1